o-Vinylbenzyl cyanide C(=C)C1=C(CC#N)C=CC=C1